CC1(OC(C(C(O1)=O)C(CC1=C(C=C(C(=C1)F)F)F)=O)=O)C 2,2-Dimethyl-5-(2-(2,4,5-trifluorophenyl)acetyl)-1,3-dioxane-4,6-dione